methyl 4'-cyclopropyl-4-[({4-[1-isopropyl-4-(trifluoromethyl)imidazol-2-yl]phenyl}methyl)amino]-6'-methoxy-[2,5'-bipyrimidine]-5-carboxylate C1(CC1)C1=NC=NC(=C1C1=NC=C(C(=N1)NCC1=CC=C(C=C1)C=1N(C=C(N1)C(F)(F)F)C(C)C)C(=O)OC)OC